N-[3-(diethylamino)propyl]perfluorooctylsulfonamide C(C)N(CCCNS(=O)(=O)C(C(C(C(C(C(C(C(F)(F)F)(F)F)(F)F)(F)F)(F)F)(F)F)(F)F)(F)F)CC